C1(CC1)C1=NN(C2=CC=C(C=C12)[N+](=O)[O-])COCC[Si](C)(C)C 2-[(3-cyclopropyl-5-nitroindazol-1-yl)methoxy]ethyl-trimethylsilane